O[C@H](CO)[C@H]1CC([C@@H](O1)CC[C@@H](CC(=C=C)C)OC(C1=CC=C(C=C1)[N+](=O)[O-])=O)=C 4-Nitrobenzoic acid (S)-1-((2S,5R)-5-((R)-1,2-dihydroxyethyl)-3-methylenetetrahydrofuran-2-yl)-5-methylhepta-5,6-dien-3-yl ester